C(=O)(O)NC(CCCCCC(=O)O)C(C)N 7-(carboxyamino)-8-amino-nonanoic acid